2-oxoquinoxalin O=C1NC2=CC=CC=C2N=C1